4-bromo-5-fluoro-1,3-benzodioxole BrC1=C(C=CC=2OCOC21)F